(S)-1-(5-(5-((6-fluoropyridin-3-yl)carbamoyl)thiazol-2-yl)pyridin-2-yl)pyrrolidin-3-yl methanesulfonate CS(=O)(=O)O[C@@H]1CN(CC1)C1=NC=C(C=C1)C=1SC(=CN1)C(NC=1C=NC(=CC1)F)=O